tert-butyl-(2S)-3-cyano-2-methyl-4-oxopiperidine-1-carboxylate C(C)(C)(C)OC(=O)N1[C@H](C(C(CC1)=O)C#N)C